6-(5-fluoropyrimidin-2-yl)-8-methoxy-N-[(1R)-1-[2-(trifluoromethyl)pyrimidin-5-yl]ethyl]quinazolin-4-amine FC=1C=NC(=NC1)C=1C=C2C(=NC=NC2=C(C1)OC)N[C@H](C)C=1C=NC(=NC1)C(F)(F)F